C1(CC1)C1=CC(=NC2=CC(=C(C=C12)C=1N=NC(=CC1)N(C1CC(NC(C1)(C)C)(C)C)C)O)C 4-Cyclopropyl-2-methyl-6-(6-(methyl(2,2,6,6-tetramethylpiperidin-4-yl)amino)pyridazin-3-yl)chinolin-7-ol